(7-cyano-5-((dimethylamino)methyl)benzo[b]thiophen-2-yl)boronic acid C(#N)C1=CC(=CC2=C1SC(=C2)B(O)O)CN(C)C